NC(C(=O)OCC)CC1=C(C=C(C=C1)Br)F ethyl 2-amino-3-(4-bromo-2-fluorophenyl)propanoate